1-methoxy-4-(2-methylhydrotelluro-propyl)benzene COC1=CC=C(C=C1)CC(C[TeH])C